P(=O)(OCC(CCCC)CC)(OCC(CCCC)CC)[O-] di-(2-ethylhexyl) phosphate